O=C(C(=O)N)N1[C@H](CC[C@@H](C1)C)C1=CC2=CN(N=C2C=C1)C1CCN(CC1)C 2-oxo-2-[(2R,5S)-5-methyl-2-[2-(1-methyl-4-piperidyl)indazol-5-yl]-1-piperidyl]acetamide